NC=1C(=NC(=CN1)C1=CC=C(C=C1)S(=O)(=O)C(CN(C)C)C)C(=O)NC1=CC=CC=C1 3-amino-6-(4-((1-(dimethylamino)propan-2-yl)sulfonyl)phenyl)-N-phenylpyrazine-2-carboxamide